ClCC(=O)NC=1C=C(C(=O)CC(C(=O)O)(N)N)C=C(C1)NC(CCl)=O 3,5-bis[(2-chloroacetyl)amino]benzoyl-diaminopropionic acid